2-cyano-3-hydroxy-but-2-enoic acid-(4-trifluoromethylphenyl)-amide FC(C1=CC=C(C=C1)NC(C(=C(C)O)C#N)=O)(F)F